O1CCN(CC1)C1=CC=CC(=N1)O 6-morpholinopyridin-2-ol